1-benzyl-3-(2-oxo-2-phenylethyl)imidazoline-2,4,5-trione C(C1=CC=CC=C1)N1C(N(C(C1=O)=O)CC(C1=CC=CC=C1)=O)=O